1-(6-bromo-3-chloropyridin-2-yl)ethan-1-one BrC1=CC=C(C(=N1)C(C)=O)Cl